5-(2-methoxyphenyl)-1H-pyrazole-3-carboxylic acid COC1=C(C=CC=C1)C1=CC(=NN1)C(=O)O